O=C1OC2=CC(=CC=C2C(=C1)C1=C(C=CC=C1)C)C(=O)N1CC(C1)C(=O)N 1-(2-oxo-4-(o-tolyl)-2H-chromene-7-carbonyl)azetidine-3-carboxamide